5-methoxy-6-oxopyran-2-carboxamide COC1=CC=C(OC1=O)C(=O)N